[Ca+2].NCCN1C(CNCC1)=O N-aminoethyl-piperazinone CALCIUM (+2)